indolocarbazole phosphate P(=O)(O)(O)O.C1=C2C(=CC=C1)N=C1C=CC3=C4C=CC=CC4=NC3=C12